ClC1=CC(=C(C=C1Cl)NC(=O)N1C2CCC1CC1=NC(=CC=C12)F)F (±)-N-(4,5-dichloro-2-fluorophenyl)-2-fluoro-6,7,8,9-tetrahydro-5H-5,8-epiminocyclohepta[b]pyridine-10-carboxamide